FC(\C=C(/C)\F)(F)F (E)-1,1,1,3-tetraFluoro-2-butene